1,3-diisobutyl-3,4,5,6-tetrahydro-2-pyrimidinone C(C(C)C)N1C(N(CCC1)CC(C)C)=O